[15N]succinimide C1(CCC([15NH]1)=O)=O